{7-Cyano-1,1,3-trioxo-4H-1lambda6-pyrido[3,2-e][1,2,4]thiadiazin-2-yl}acetic acid C(#N)C=1C=CC=2NC(N(S(C2N1)(=O)=O)CC(=O)O)=O